ClC=1N=C2C(=C(C(N(C2=CC1)C)=O)C#N)N1CCN(CC1)CC1=C(C=C(C=C1)C)O 6-chloro-4-{4-[(2-hydroxy-4-methylphenyl)methyl]piperazin-1-yl}-1-methyl-2-oxo-1,2-dihydro-1,5-naphthyridine-3-carbonitrile